trimethylisobutylcyclohexenoic acid CC1C(C(=C(CC1)C(=O)O)CC(C)C)(C)C